CN1C2=C(OC[C@@H](C1=O)NC(=O)C=1C=C3C(=CNC3=CC1)C1=C(C=CC=C1)C)C=CC=C2 (S)-N-(5-methyl-4-oxo-2,3,4,5-tetrahydrobenzo[b][1,4]oxazepin-3-yl)-3-(o-tolyl)-1H-indole-5-carboxamide